FC=1C=C(C=CC1C1(CC1)C)NCC1=CC=CC=C1 (S)-(3-fluoro-4-(1-methylcyclopropyl)phenyl)(phenyl)methylamine